C1N(CC2C3C=CC(C12)C3)C(=O)[O-] 1,3,3a,4,7,7a-hexahydro-2H-4,7-methanoisoindole-2-carboxylate